N1=CC(=NC=C1)C(=O)N pyrazine-3-carboxamide